4-[3-(Difluoromethyl)-4-fluorophenyl]-1-[(1-methylpyrazol-4-yl)methyl]pyrazole FC(C=1C=C(C=CC1F)C=1C=NN(C1)CC=1C=NN(C1)C)F